N-(4-chloro-3-fluorobenzyl)-5-(N-methylsulfamoyl)thiophene-2-carboxamide ClC1=C(C=C(CNC(=O)C=2SC(=CC2)S(NC)(=O)=O)C=C1)F